1-(2,4-difluorophenyl)-5-oxo-N-(pyridin-2-ylmethyl)pyrrolidine-3-carboxamide FC1=C(C=CC(=C1)F)N1CC(CC1=O)C(=O)NCC1=NC=CC=C1